OC1=CC(=CC=C1)N(C)C 1-hydroxy-3-(dimethylamino)benzene